6-Chromanol O1CCCC2=CC(=CC=C12)O